N-(3-(2'-((4-(1H-imidazol-1-yl)phenyl)amino)-7'-oxo-5'H-spiro[cyclopropane-1,8'-pyrido[4,3-d]pyrimidine]-6'(7'H)-yl)-4-methylphenyl)-3-(trifluoromethyl)benzamide N1(C=NC=C1)C1=CC=C(C=C1)NC=1N=CC2=C(N1)C1(C(N(C2)C=2C=C(C=CC2C)NC(C2=CC(=CC=C2)C(F)(F)F)=O)=O)CC1